NC=1C2=C(N=CN1)N(C(=C2C2=CC=C(C=C2)OC2=CC=CC=C2)C#CC2CCN(CC2)C(\C=C\CN2CCOCC2)=O)[C@@H]2COCC2 (S,E)-1-(4-((4-amino-5-(4-phenoxyphenyl)-7-(tetrahydrofuran-3-yl)-7H-pyrrolo[2,3-d]pyrimidin-6-yl)ethynyl)piperidin-1-yl)-4-morpholinobut-2-en-1-one